4-(5-(5-chlorothieno[3,2-b]pyridin-3-yl)pyridin-2-yl)morpholine ClC1=CC=C2C(=N1)C(=CS2)C=2C=CC(=NC2)N2CCOCC2